FC(S(=O)(=O)OC=1N=C2N(C=C(N=C2C)C2CC2)C1)(F)F (6-cyclopropyl-8-methyl-imidazo[1,2-a]pyrazin-2-yl) trifluoromethanesulfonate